C(C)N1CCC(=CC1)C=1C=CC=2N(C(C=C(N2)C2=CC3=C(N=C(O3)C)C=C2)=O)C1 7-(1-ethyl-1,2,3,6-tetrahydropyridin-4-yl)-2-(2-methyl-1,3-benzoxazol-6-yl)-4H-pyrido[1,2-a]pyrimidin-4-one